OC1(CCC(CC1)NC(N)=O)C 3-((1S,4S)-4-hydroxy-4-methyl-cyclohexyl)urea